Ethylhexyl-Bisethylhexyloxyphenol C(C)C1=C(C(=C(C(=C1O)OCCCCCC)CC)CC)CCCCCC